CC1CNCC(O1)C=1C=NN(C1)C 2-methyl-6-(1-methyl-1H-pyrazol-4-yl)morpholine